(trans)-4-(tert-butoxycarbonyl)cyclohexane-1-carboxylic acid C(C)(C)(C)OC(=O)[C@@H]1CC[C@H](CC1)C(=O)O